N-(3-((3-chloro-5-isopropylisoquinolin-8-yl)oxy)propyl)acetamide ClC=1N=CC2=C(C=CC(=C2C1)C(C)C)OCCCNC(C)=O